ethyl tetrahydrothiophene-2-carboxylate S1C(CCC1)C(=O)OCC